OC=1C=C(C=C(C1O)O)C1=NC2=CC(=CC(=C2C(C1O)=O)O)O 2-(3,4,5-trihydroxyphenyl)-3,5,7-trihydroxyquinolin-4-one